α-methyl-ethionine C[C@](N)(CCSCC)C(=O)O